tagatofuranose OCC1(O)[C@@H](O)[C@@H](O)[C@H](O1)CO